NC1=NN(C=C1C(=O)NCC#CC1=NN2C(C=CC=C2N[C@H]2[C@H](CN(CC2)C)F)=C1CC(F)(F)F)CC 3-amino-1-ethyl-N-(3-(7-{[(3S,4R)-3-fluoro-1-methylpiperidin-4-yl]amino}-3-(2,2,2-trifluoroethyl)pyrazolo[1,5-a]pyridin-2-yl)prop-2-yn-1-yl)-1H-pyrazole-4-carboxamide